9,18,23-trioxo-2,5,11,14-tetraoxa-8,17,22-triazahentetracontane-1,21,41-tricarboxylic acid O=C(NCCOCCOCC(=O)O)COCCOCCNC(CCC(NC(CCCCCCCCCCCCCCCCCCC(=O)O)=O)C(=O)O)=O